CC1=CN=C(S1)C1=CC2=C(N=CNC2=O)N=C1 6-(5-methylthiazol-2-yl)pyrido[2,3-d]pyrimidin-4(3H)-one